N(=C=O)CCCC[Si](OC)(OC)OC 4-Isocyanatobutyltrimethoxysilan